C(C)(C)(C)OC(=O)N1CC2CNCC2C1 hexahydro-pyrrolo[3,4-c]pyrrole-2-carboxylic acid tert-butyl ester